(R)-N-(5-(1H-indazol-7-yl)pyrazin-2-yl)-1-cyano-3-fluoropiperidine-3-carboxamide N1N=CC2=CC=CC(=C12)C=1N=CC(=NC1)NC(=O)[C@@]1(CN(CCC1)C#N)F